NC1=C(C=C(C=C1O)C(C(F)(F)F)(C(F)(F)F)C1=CC(=C(C(=C1)O)N)O)O 2,2-Bis(4-amino-3,5-dihydroxyphenyl)hexafluoropropane